C(CCCCCCCCCCC)SC(CC(C)=O)C1=C(CCCC1(C)C)C 4-(dodecylthio)-4-(2,6,6-trimethyl-1-cyclohexen-1-yl)-2-butanone